CN1N=CC2=CC(=CC=C12)CC=1C(NC2=CC=CC=C2C1)=O 3-((1-methyl-1H-indazol-5-yl)methyl)quinolin-2(1H)-one